C(CCC)OC1=CC=C(C2=CC=CC=C12)[S+]1CCCC1.[C+4].[Ru+3].[Au+3] mono-gold ruthenium carbon 1-(4-n-butoxynaphthyl)tetrahydrothiophenium